3-(2-(azetidin-1-yl) ethyl)-1H-indol-4-yl dihydrogen phosphate P(=O)(OC1=C2C(=CNC2=CC=C1)CCN1CCC1)(O)O